4-((2-(3-((3,3-difluorocyclobutyl)amino)-4-(methoxycarbonyl)phenyl)-4-(2,2-difluoroethyl)piperazin-1-yl)methyl)-5-methoxy-7-methyl-1H-indole-1-carboxylate FC1(CC(C1)NC=1C=C(C=CC1C(=O)OC)C1N(CCN(C1)CC(F)F)CC1=C2C=CN(C2=C(C=C1OC)C)C(=O)[O-])F